O=C1OC2=CC3=C(C=C2C=C1)CC(O3)C(C)(C)OC(C3=CC=CC=C3)=O.COC3=NC=C(C=C3)C3CNCCC3 2-methoxy-5-(piperidin-3-yl)pyridine 2-(7-oxo-2,3-dihydrofuro[3,2-g]chromen-2-yl)propan-2-yl-benzoate